1-ethyl-3-(5-pyrazol-1-yl-2-pyridinyl)-1-[(2R)-3,3,3-trifluoro-2-hydroxy-propyl]urea C(C)N(C(=O)NC1=NC=C(C=C1)N1N=CC=C1)C[C@H](C(F)(F)F)O